[C@@H]12CNC[C@@H](CC1)N2C2=CC=CC=1N(C(N(C12)C)=O)C1C(NC(CC1)=O)=O 3-[4-[(1S,5R)-3,8-diazabicyclo[3.2.1]octan-8-yl]-3-methyl-2-oxo-benzimidazol-1-yl]piperidine-2,6-dione